didecyl 3-methyl-6-ethylcyclohexane-1,2-dicarboxylate CC1C(C(C(CC1)CC)C(=O)OCCCCCCCCCC)C(=O)OCCCCCCCCCC